BrC[C@@]1(OC[C@@H](O1)CCl)C1=C(C=C(C=C1)Cl)Cl |r| (±)-cis-2-(bromomethyl)-4-(chloromethyl)-2-(2,4-dichlorophenyl)-1,3-dioxolane